8-fluoro-3-(3-(4-(3-fluorobenzoyl)piperazin-1-yl)propyl)-5-methylisoquinoline FC=1C=CC(=C2C=C(N=CC12)CCCN1CCN(CC1)C(C1=CC(=CC=C1)F)=O)C